CN1NCCC1 1-methyltetrahydropyrazol